dihydro-2H-1,4-thiazine-6-carboxamide hydrochloride Cl.S1CCNC=C1C(=O)N